C1NCC12CCNCC2 2,7-diazaspiro[3.5]nonan